C1(CC1)N1C=C(C(C2=CC=C(C(=C12)OC)F)=O)C(=O)[O-] 1-cyclopropyl-7-fluoro-8-methoxy-4-oxo-1,4-dihydroquinoline-3-carboxylate